3-isopropyl-1-methyl-1-(7-(6-(3-morpholinopropoxy)pyridin-3-yl)quinoxalin-2-yl)urea C(C)(C)NC(N(C1=NC2=CC(=CC=C2N=C1)C=1C=NC(=CC1)OCCCN1CCOCC1)C)=O